N1(N=NN=C1)C1CN(CC1)C(=O)N1CC(C1)C=1C=NC(=CC1)OC1=CC=C(C=C1)OC(F)(F)F (+)-[3-(Tetrazol-1-yl)pyrrolidin-1-yl]-[3-[6-[4-(trifluoromethoxy)phenoxy]-3-pyridyl]azetidin-1-yl]methanone